C(C)C1=C(C=CC=C1)[C@@H]1NCCCCC1 |r| (+-)-2-(2-ethylphenyl)azepane